C(C)(C)(C)OC(=O)N1C(=CC=C1)C1=C(C=C(C=C1)OC)Br 2-(2-bromo-4-methoxyphenyl)-1H-pyrrole-1-carboxylic acid tert-butyl ester